C(CCC)[C@@]1(NS(C2=C(N(C1)C1=CC=CC=C1)C=C(C(=C2)CSCC(=O)O)S(=O)(=O)C)(=O)=O)CC (S)-2-(((3-Butyl-3-ethyl-7-(methylsulfonyl)-1,1-dioxido-5-phenyl-2,3,4,5-tetrahydro-1,2,5-benzothiadiazepin-8-yl)methyl)thio)acetic acid